N-ethyl-3-azabicyclo[3.1.1]heptane-1-carboxamide C(C)NC(=O)C12CNCC(C1)C2